C(C)(C)(C)C=1C=C(CC(C(=O)[O-])(C(=O)[O-])CCCC)C=C(C1O)C(C)(C)C 3,5-di-t-butyl-4-hydroxybenzyl-2-n-butylmalonate